C1(=CC=CC=C1)C(N1C[C@@]2(CC[C@H](C1)N2C(=O)OC(C)(C)C)C(=O)OC)(C2=CC=CC=C2)C2=CC=CC=C2 8-(tert-butyl) 1-methyl (1S,5R)-3-triphenylmethyl-3,8-diazabicyclo[3.2.1]octan-1,8-dicarboxylate